3-(5-(aminomethyl)-7-fluoro-1-oxoisoindolin-2-yl)piperidine-2,6-dione HCl salt Cl.NCC=1C=C2CN(C(C2=C(C1)F)=O)C1C(NC(CC1)=O)=O